3-dimethylamino-3-(trimethylsiloxy)-1,1,1,5,5,5-hexamethyltrisiloxane CN([Si](O[Si](C)(C)C)(O[Si](C)(C)C)O[Si](C)(C)C)C